C(C=C)(=O)OCCC[Si](O[Si](CC[SiH2]O[Si](C)(C)C)(C)C)(O[Si](CC[SiH2]O[Si](C)(C)C)(C)C)O[Si](C)(C)CC[SiH2]O[Si](C)(C)C acryloxypropyltris((trimethylsiloxysilyl)ethyldimethylsiloxy)silane